OB(C1=CC=C(C=C1)C=1C2=CC=C(N2)C(=C2C=CC(C(=C3C=CC(=C(C=4C=CC1N4)C4=CC=C(C=C4)B(O)O)N3)C3=CC=C(C=C3)B(O)O)=N2)C2=CC=C(C=C2)B(O)O)O.[Zn+2] zinc(II) 5,10,15,20-tetrakis(4-(dihydroxyboryl)phenyl)porphyrin